2-amino-5-(4-fluorophenyl)-1-methyl-1H-pyrrole NC=1N(C(=CC1)C1=CC=C(C=C1)F)C